C(C)C=1NC=C([NH+]1)C 2-ethyl-4-methyl-imidazolium